BrC=1C(=C2C(=CC1)C(N(CC21CC1)CC(=O)NC1=NC=C(C=N1)F)=O)Cl 2-(6-bromo-5-chloro-1-oxospiro[3H-isoquinoline-4,1'-cyclopropane]-2-yl)-N-(5-fluoropyrimidin-2-yl)acetamide